[Si](C)(C)(C(C)(C)C)OCC(=CCCC(C)=O)CCC=C(CCC=C(C)C)C 6-(((tert-butyldimethylsilyl)oxy)methyl)-10,14-dimethylpentadeca-5,9,13-trien-2-one